BrC1=CC2=C(N=C(N=C2)NC2CCC(CC2)(C(=O)N)F)N(C1=O)C (1r,4r)-4-((6-bromo-8-methyl-7-oxo-7,8-dihydropyrido[2,3-d]pyrimidin-2-yl)amino)-1-fluorocyclohexane-1-carboxamide